N-[(1R,3S)-3-[[6-chloro-2-(trifluoromethyl)-4-quinolyl]amino]cyclohexyl]-5-(difluoromethyl)-1-(fluoromethyl)pyrazole-4-carboxamide ClC=1C=C2C(=CC(=NC2=CC1)C(F)(F)F)N[C@@H]1C[C@@H](CCC1)NC(=O)C=1C=NN(C1C(F)F)CF